1-[1-(triphenylmethyl)imidazol-4-yl]propan-1-ol C1(=CC=CC=C1)C(N1C=NC(=C1)C(CC)O)(C1=CC=CC=C1)C1=CC=CC=C1